3-Amino-5-methoxy-1-(2-methylpyridin-3-yl)-7-(trifluoromethyl)quinoxaline-2(1H)-on NC=1C(N(C2=CC(=CC(=C2N1)OC)C(F)(F)F)C=1C(=NC=CC1)C)=O